NC=1C=C2N=C3C=CC(=CC3=C(C2=CC1)N)OCC 6,9-diamino-2-ethoxyacridine